C(CCCCC)(=O)OC1=C2C(=CNC2=CC=C1)CCN(C(C)C)C(C)C 3-(2-(diisopropyl-amino)ethyl)-1H-indol-4-yl hexanoate